COC1=C(C=C(C(=C1)N(CCOS(=O)(=O)C)C)[N+](=O)[O-])NC1=NC=C(C(=N1)N1CC(C2=NC(=CC=C21)C)(C)C)C(=O)OC(C)C isopropyl 2-((2-methoxy 4-(methyl(2-((methanesulfonyl)oxy)ethyl)amino)-5-nitrophenyl)amino)-4-(3,3,5-trimethyl-2,3-dihydro-1H-pyrrolo[3,2-b]pyridin-1-yl)pyrimidine-5-carboxylate